OCC1CCN(CC12CCCC2)C(=O)OC(C)(C)C tert-butyl 10-(hydroxymethyl)-7-azaspiro[4.5]decane-7-carboxylate